bis-(hydroxyethyl)-aminopropyl-N-hydroxyethyl-octadecylamine dihydrofluoride F.F.OCCC(CCCCCCCCCCCCCCCCC)(N(CCO)CCCN)CCO